ClC=1C=NC(=C(C(=O)NC2CCC(CC2)CN2C(N(C3=NC=CC=C32)C3=C(C=CC(=C3)OC)Cl)=O)C1)C(F)(F)F 5-chloro-N-((1r,4r)-4-((3-(2-chloro-5-methoxyphenyl)-2-oxo-2,3-dihydro-1H-imidazo[4,5-b]pyridin-1-yl)methyl)cyclohexyl)-2-(trifluoromethyl)nicotinamide